The molecule is a taxane diterpenoid that is taxa-4(20),11-diene in which the 5alpha, 9alpha, 10beta and 13alpha hydrogens have been replaced by acetoxy groups. It is a prominent secondary metabolite of yew heartwood. It has a role as a metabolite. It is a taxane diterpenoid, an acetate ester and a carbotricyclic compound. CC1=C2[C@H]([C@@H]([C@@]3(CC[C@@H](C(=C)[C@H]3C[C@@H](C2(C)C)C[C@@H]1OC(=O)C)OC(=O)C)C)OC(=O)C)OC(=O)C